N1=CC=C2N1C=CC(=C2)C2=CNC=1N=C(N=CC12)NCCC(F)(F)F 5-(pyrazolo[1,5-a]pyridin-5-yl)-N-(3,3,3-trifluoropropyl)-7H-pyrrolo[2,3-d]pyrimidin-2-amine